CS(=O)(=O)NC=1C=C(C=CC1)N1CC2(CN(C2)C=2C(=C(C(=O)OC)C=CC2)[N+](=O)[O-])C1 Methyl 3-(6-(3-(methylsulfonamido)phenyl)-2,6-diazaspiro[3.3]heptan-2-yl)-2-nitrobenzoate